N-(2-Hydroxy-2-methylpropyl)-8-methyl-2-(pyridin-2-ylmethyl)-4,5-dihydro-2H-furo[2,3-g]indazol-7-carboxamid OC(CNC(=O)C1=C(C2=C(CCC3=CN(N=C23)CC2=NC=CC=C2)O1)C)(C)C